2-((4-(cyclopropylmethyl)piperazin-1-yl)methyl)-6-methoxy-9,9-dimethyl-9,10-dihydroacridine C1(CC1)CN1CCN(CC1)CC1=CC=2C(C3=CC=C(C=C3NC2C=C1)OC)(C)C